6-(5-cyano-1H-pyrrolo[2,3-b]pyridin-1-yl)-N-((R)-2-fluoro-3-hydroxy-3-methylbutyl)-4-(((1R,3R)-3-(2-hydroxypropan-2-yl)cyclobutyl)amino)nicotinamide C(#N)C=1C=C2C(=NC1)N(C=C2)C2=NC=C(C(=O)NC[C@H](C(C)(C)O)F)C(=C2)NC2CC(C2)C(C)(C)O